NC1=NN(C2=C1CN(CC2)C(=O)NC)C(=O)C2CCNC1=CC=CC=C21 3-amino-N-methyl-1-(1,2,3,4-tetrahydroquinoline-4-carbonyl)-6,7-dihydro-1H-pyrazolo[4,3-c]pyridine-5(4H)-carboxamide